(S)-2-(15-carboxypentadecyl)glutaric acid C(=O)(O)CCCCCCCCCCCCCCC[C@H](C(=O)O)CCC(=O)O